C(C1=CC=CC=C1)OC(=O)N1CC(C(C1)C1=CNC2=CC=CC=C12)F 3-fluoro-4-(1H-indol-3-yl)pyrrolidine-1-carboxylic acid benzyl ester